P1(OCCCCO1)=O.NCCCCCCN.[K] Potassium hexamethylenediamine tetramethylene phosphonate